calcium L-5-methyl-tetrahydrofolate CN1C=2C(NC(=NC2NCC1CNC1=CC=C(C(N[C@@H](CCC(=O)[O-])C(=O)O)=O)C=C1)N)=O.[Ca+2].CN1C=2C(NC(=NC2NCC1CNC1=CC=C(C(N[C@@H](CCC(=O)[O-])C(=O)O)=O)C=C1)N)=O